FC1=CC(=CC2=C1N=C(S2)C=2CCNCC2)C2=CC1=CN(N=C1C=C2)C 4-Fluoro-6-(2-methyl-2H-indazol-5-yl)-2-(1,2,3,6-tetrahydropyridin-4-yl)-1,3-benzothiazol